2-(3-{2-[(2R)-1-[(2E)-4-(dimethylamino)but-2-enoyl]-4,4-dimethylpyrrolidin-2-yl]ethynyl}pyridin-4-yl)-3-[(3-fluoro-2-methoxyphenyl)amino]-1H,5H,6H,7H-pyrrolo[3,2-c]pyridin-4-one CN(C/C=C/C(=O)N1[C@H](CC(C1)(C)C)C#CC=1C=NC=CC1C1=C(C=2C(NCCC2N1)=O)NC1=C(C(=CC=C1)F)OC)C